ClC=1C(=C2C=NNC2=C(C1F)SC)C=1C=CC=2N(C1)C=C(N2)NC(=O)[C@H]2[C@H](C2)F (1S,2S)-N-(6-(5-chloro-6-fluoro-7-(methylthio)-1H-indazol-4-yl)imidazo[1,2-a]pyridin-2-yl)-2-fluorocyclopropane-1-carboxamide